N-(4-((2-amino-3-chloropyridin-4-yl)oxy)-3-fluorophenyl)-1-Phenyl-1H-pyrazole-3-carboxamide NC1=NC=CC(=C1Cl)OC1=C(C=C(C=C1)NC(=O)C1=NN(C=C1)C1=CC=CC=C1)F